COC(C1=CC(=C(C(=C1)F)NC1CC1)N)=O 3-amino-4-(cyclopropylamino)-5-fluorobenzoic acid methyl ester